O1C(CCCC1)OCCCN1C(C=2NC(=NC2N2CCCC2C1)OC1=CC(=CC=C1)OC(F)(F)F)=O 8-[3-(oxan-2-yloxy)propyl]-4-[3-(trifluoromethoxy)phenoxy]-1,3,5,8-tetraazatricyclo[8.3.0.0^[2,6]]trideca-2(6),3-dien-7-one